C(CCCCCCCCCCCCCC(=O)Cl)(=O)Cl pentadecandioyl dichloride